(R)-5-(Cyclopropylamino)-2-(3-(5-(3-hydroxy-1-methyl-2-oxopyrrolidin-3-yl)isoxazol-3-yl)phenyl)pyrimidine-4-carboxamide C1(CC1)NC=1C(=NC(=NC1)C1=CC(=CC=C1)C1=NOC(=C1)[C@]1(C(N(CC1)C)=O)O)C(=O)N